2,2-Difluoro-6-phenyl-7-azaspiro[3.5]nonane FC1(CC2(C1)CC(NCC2)C2=CC=CC=C2)F